((3aR,4R,7S,7aR)-4-(((tert-butyldiphenylsilyl)oxy)methyl)-2,2-dimethyltetrahydro-4H-[1,3]dioxolo[4,5-c]pyran-7-yl)-6-(trifluoromethyl)pyrazin-2-amine [Si](C1=CC=CC=C1)(C1=CC=CC=C1)(C(C)(C)C)OC[C@H]1OC[C@@H]([C@@H]2[C@H]1OC(O2)(C)C)C=2C(=NC(=CN2)C(F)(F)F)N